C(C)OC=1C(NC=CC1)(C(=O)[O-])F 3-Ethoxy-2-fluoropyridineAt